1-(benzothien-5-yl)-2-(methylamino)propan-1-one (2R,3R,4S,5R)-4-(benzyloxy)-5-(((tert-butyldiphenylsilyl)oxy)methyl)-5-vinyltetrahydrofuran-2,3-diyl-diacetate C(C1=CC=CC=C1)O[C@H]1[C@@H]([C@H](O[C@]1(C=C)CO[Si](C1=CC=CC=C1)(C1=CC=CC=C1)C(C)(C)C)CC(=O)O)CC(=O)O.S1C=CC2=C1C=CC(=C2)C(C(C)NC)=O